C(C=C)(=O)NC=1C(=CC(=C(C1)N1N=C(C(=C1)C1=CC(=C(C(=O)N)C=C1)F)N)F)F 4-(1-(5-acrylamido-2,4-difluorophenyl)-3-amino-1H-pyrazol-4-yl)-2-fluorobenzamide